8'-(6-(3-(Dimethylamino)propoxy)-5-methoxypyridin-3-yl)-3'-methylspiro[cyclopropane-1,1'-pyrrolo[2,3-c]quinolin]-2'(3'H)-one CN(CCCOC1=C(C=C(C=N1)C1=CC=2C3=C(C=NC2C=C1)N(C(C31CC1)=O)C)OC)C